dichloro-meta-xylenol ClC1=C(C(C(C=C1)(C)O)Cl)C